OC(CCCCCCCCCCCCCCCCC(=O)O)CCC 18-Hydroxy-heneicosanoic acid